(2S,4R)-N-[[2-(12-bromododecoxy)-4-(4-methylthiazol-5-yl)phenyl]methyl]-1-[(2S)-2-[(1-fluorocyclopropanecarbonyl)amino]-3,3-dimethyl-butanoyl]-4-hydroxy-pyrrolidine-2-carboxamide BrCCCCCCCCCCCCOC1=C(C=CC(=C1)C1=C(N=CS1)C)CNC(=O)[C@H]1N(C[C@@H](C1)O)C([C@H](C(C)(C)C)NC(=O)C1(CC1)F)=O